C(C)(C)(C)OC(=O)N1CC2(CCCC2)[C@H](CC1)CN1N=CC=CC1=O (S)-10-((6-oxopyridazin-1(6H)-yl)methyl)-7-azaspiro[4.5]Decane-7-carboxylic acid tert-butyl ester